CN1N=C(C=C1B(O)O)C 1,3-dimethylpyrazole-5-boronic acid